(R)-N-(2-(5-(3-aminopiperidine-1-carbonyl)-7-methoxy-1-methyl-1H-benzo[d]imidazol-2-yl)-1-(cyclopropylmethyl)-1H-indol-6-yl)-N-methylmethanesulfonamide N[C@H]1CN(CCC1)C(=O)C1=CC2=C(N(C(=N2)C=2N(C3=CC(=CC=C3C2)N(S(=O)(=O)C)C)CC2CC2)C)C(=C1)OC